C1(OC(C=2C1=CNC2)=O)=O 1H-furo[3,4-c]pyrrole-1,3(5H)-dione